OC1=NOC(=C1)C(=O)[O-] 3-hydroxyisoxazole-5-carboxylate